C(#N)C1=C(OCC2=NC=CC(=N2)O[C@@H]2C[C@@H](N(CC2)CC2=NC3=C(N2C[C@@H]2COCC2)C=C(C=C3)C(=O)O)C)C=CC(=C1)F 2-{[(2S,4S)-4-({2-[(2-Cyano-4-fluorophenoxy)methyl]pyrimidin-4-yl}oxy)-2-methylpiperidin-1-yl]methyl}-1-{[(3R)-oxolan-3-yl]methyl}-1H-1,3-benzodiazole-6-carboxylic acid